[N+](=[N-])=C(C1=CC=CC=C1)C1=CC=CC=C1 diazodiphenylmethane